N-(2-Hydroxyethyl)-5-(1-methyl-1H-pyrazol-3-yl)-6-[4-(trifluoromethyl)phenoxy]pyridine-3-carboxamide OCCNC(=O)C=1C=NC(=C(C1)C1=NN(C=C1)C)OC1=CC=C(C=C1)C(F)(F)F